5-chloro-N2-(5-thiomorpholinopyridin-2-yl)-N4-(3-(trifluoromethyl)phenyl)pyrimidine-2,4-diamine ClC=1C(=NC(=NC1)NC1=NC=C(C=C1)N1CCSCC1)NC1=CC(=CC=C1)C(F)(F)F